[Si](C)(C)(C(C)(C)C)OCC(=C)C=1C=NC=C(C1)C1=CC(=C(C=C1)OC)OC(C)C 3-((tert-Butyldimethylsilanyloxy)prop-1-en-2-yl)-5-(3-isopropoxy-4-methoxyphenyl)pyridine